1-[12-(triethoxysilyl)dodecyl]-1H-tetrazole C(C)O[Si](CCCCCCCCCCCCN1N=NN=C1)(OCC)OCC